N-(4-(7-amino-3-cyclopentyl-2,4-dioxo-2,3,4,5-tetrahydro-1H-imidazo[4,5-d]pyridazin-1-yl)benzyl)-5-fluoro-2-methoxybenzamide NC1=NNC(C2=C1N(C(N2C2CCCC2)=O)C2=CC=C(CNC(C1=C(C=CC(=C1)F)OC)=O)C=C2)=O